1-[(E)-[2-(4-cyanophenyl)-1-[3-(trifluoromethyl)phenyl]ethyl]amino]-3-[4-(difluoromethoxy)phenyl]urea C(#N)C1=CC=C(C=C1)CC(C1=CC(=CC=C1)C(F)(F)F)NNC(=O)NC1=CC=C(C=C1)OC(F)F